ClC=1C=C(C(C#N)=CC1)C#N 4-chlorophthalonitrile